monobutyldiphenyl-amine C(CCC)N(C1=CC=CC=C1)C1=CC=CC=C1